(3-(5-amino-4-oxobenzo[d][1,2,3]triazin-3(4H)-yl)-2,6-dioxopiperidin-1-yl)methyl L-isoleucinate hydrochloride Cl.N[C@@H]([C@@H](C)CC)C(=O)OCN1C(C(CCC1=O)N1N=NC2=C(C1=O)C(=CC=C2)N)=O